OC=1C(=C(C(=CC1)C)C1=C(C2=C(N=C1)NC(=C2)C=2C=NC(=NC2)CN2CCCC2)C#N)C (R)-5-(3-hydroxy-2,6-dimethylphenyl)-2-(2-(pyrrolidin-1-ylmethyl)pyrimidin-5-yl)-1H-pyrrolo[2,3-b]pyridine-4-carbonitrile